benzyl-((S)-3-(naphthalene-1-yl)-2-oleamidopropanoyl)-leucyl-valine C(C1=CC=CC=C1)N([C@@H](CC(C)C)C(=O)N[C@@H](C(C)C)C(=O)O)C([C@H](CC1=CC=CC2=CC=CC=C12)NC(CCCCCCC\C=C/CCCCCCCC)=O)=O